BrC1=NC(=CC(=C1OC)C(C)(C)C)C(C)(C)C 2-bromo-3-methoxy-4,6-di-t-butylpyridine